O1C(COC2=C1C=CC=C2)C2=CC=C(CN1CC(CCC1)C(=O)N)C=C2 1-[4-(2,3-dihydro-1,4-benzodioxin-2-yl)benzyl]piperidine-3-carboxamide